3-((1-(piperidin-4-yl)-1H-pyrazol-3-yl)amino)piperidine-2,6-dione N1CCC(CC1)N1N=C(C=C1)NC1C(NC(CC1)=O)=O